4-(2-(4-acryloylpiperazin-1-yl)-2-oxoethyl)-2-(3,5-dimethoxyanilino)-6-(4-(4-methylpiperazin-1-yl)anilino)pyrido[2,3-b]Pyrazine C(C=C)(=O)N1CCN(CC1)C(CN1C2=C(N=C(C1)NC1=CC(=CC(=C1)OC)OC)C=CC(=N2)NC2=CC=C(C=C2)N2CCN(CC2)C)=O